BrC=1C=CC(=NC1)N1N=CC(=N1)C 5-bromo-2-(4-methyltriazol-2-yl)pyridine